FC1=C(C=CC(=C1)B(O)O)C1=CC=CC=C1 2-FLUORO-4-BIPHENYLYLBORONIC ACID